C(C)(C)(C)OC(N(CC=1SC=CC1)C1=C2C(=NC(=C1)Cl)C(=C(S2)\C=C\C=O)C)=O (E)-(5-chloro-3-methyl-2-(3-oxoprop-1-en-1-yl)thieno[3,2-b]pyridin-7-yl)(thiophen-2-ylmethyl)carbamic acid tert-butyl ester